1,2,3,4,5-pentaphenylsilole C1(=CC=CC=C1)[SiH]1C(=C(C(=C1C1=CC=CC=C1)C1=CC=CC=C1)C1=CC=CC=C1)C1=CC=CC=C1